CO[C@H]1CN2C(OC1)=C(C=N2)S(=O)(N)=NC(NC2=C1CCCC1=C(C=C2)C2=CC(=NC=C2)OC)=O (6S)-6-methoxy-N'-((7-(2-methoxypyridin-4-yl)-2,3-dihydro-1H-inden-4-yl)carbamoyl)-6,7-dihydro-5H-pyrazolo[5,1-b][1,3]oxazine-3-sulfonimidamide